C(C1=CC=CC=C1)OC1=C(C(=CC(=C1)O)O)C(=O)N1CC2=C(C=C(C=C2CC1)CN(C)C)N[C@H]1COCC1 (R)-(2-(benzyloxy)-4,6-dihydroxyphenyl)(6-((dimethylamino)methyl)-8-((tetrahydrofuran-3-yl)amino)-3,4-dihydroisoquinolin-2(1H)-yl)methanone